C1(CCCC1)C1(C(NC2=C(C=CC=C12)C(F)(F)F)=O)O 3-cyclopentyl-3-hydroxy-7-(trifluoromethyl)indolin-2-one